3-(1-Isopropyl-4-methoxy-4-methyl-pentyl)sulfanylundecanal C(C)(C)C(CCC(C)(C)OC)SC(CC=O)CCCCCCCC